FC=1C(=C(C=CC1)NC1=C(NC2=C1C(NCC2CCC=O)=O)C2=C(C=NC=C2)OC[C@H]2NCCC2)OC 3-(3-[(3-Fluoro-2-methoxyphenyl)amino]-4-oxo-2-{3-[(2S)-pyrrolidin-2-ylmethoxy]pyridin-4-yl}-4,5,6,7-tetrahydro-1H-pyrrolo[3,2-c]pyridin-7-yl)propanal